FC1(CN(CCC1)CC[C@@H](CC(=O)O)NC(=O)C1=NN(C(=C1)C1=C(C=CC=C1)OC)C1=NC=CC=C1)F (3S)-5-(3,3-difluoropiperidin-1-yl)-3-{[5-(2-methoxyphenyl)-1-(pyridin-2-yl)-1H-pyrazol-3-yl]formamido}pentanoic acid